1-(2,6-dichlorophenyl)-4-((4-(5-(2-methoxyethyl)-3-(trifluoromethyl)-1H-1,2,4-triazol-1-yl)phenyl)amino)-1H-pyrazole-3-carboxamide ClC1=C(C(=CC=C1)Cl)N1N=C(C(=C1)NC1=CC=C(C=C1)N1N=C(N=C1CCOC)C(F)(F)F)C(=O)N